Niobium tungsten diselenide [W](=[Se])=[Se].[Nb]